BrC=1N=C(N2C1C(=C(C=C2)Cl)CO)C2=CC(=CC(=C2)OC)F (1-bromo-7-chloro-3-(3-fluoro-5-methoxyphenyl)imidazo[1,5-a]pyridin-8-yl)methanol